2-(Bromomethyl)-3,5-dichloropyrazolo[1,5-a]pyrimidine BrCC1=NN2C(N=C(C=C2)Cl)=C1Cl